S1C(=NC2=C1C=CC=C2)NC2=C(C=C(N=N2)N(C=2SC(=C(N2)C(=O)O)C2CCN(CC2)CC(C)C)C)C 2-({6-[(1,3-benzothiazol-2-yl)amino]-5-methylpyridazin-3-yl}(methyl)amino)-5-[1-(2-methylpropyl)piperidin-4-yl]-1,3-thiazole-4-carboxylic acid